3-vinylsulfonyltetrahydrothiophene-1,1-dioxide C(=C)S(=O)(=O)C1CS(CC1)(=O)=O